1,4-bis[tris(triphenylsiloxy)silyl]-2-butene C1(=CC=CC=C1)[Si](O[Si](CC=CC[Si](O[Si](C1=CC=CC=C1)(C1=CC=CC=C1)C1=CC=CC=C1)(O[Si](C1=CC=CC=C1)(C1=CC=CC=C1)C1=CC=CC=C1)O[Si](C1=CC=CC=C1)(C1=CC=CC=C1)C1=CC=CC=C1)(O[Si](C1=CC=CC=C1)(C1=CC=CC=C1)C1=CC=CC=C1)O[Si](C1=CC=CC=C1)(C1=CC=CC=C1)C1=CC=CC=C1)(C1=CC=CC=C1)C1=CC=CC=C1